ClC1=CC=C2C(C3C(NC2=C1)C1=C(SC3)C=3C=CC=CC3SC1)(C)C 10-chloro-7,7-dimethyl-6a,7,12,12a-tetrahydro-6H,13H-thiochromeno[3',4':5,6]thiopyrano[4,3-b]quinoline